C(C)OC(CC1(CCC1)N(C(CC(=O)OCC)=O)C)=O ethyl 3-{[1-(2-ethoxy-2-oxoethyl)cyclobutyl](methyl)amino}-3-oxopropanoate